N-(2-fluoro-4-methyl-5-(8-morpholinoimidazo[1,2-a]pyridin-6-yl)phenyl)-3-(perfluoroethyl)-2,5-dihydro-1H-pyrrole-1-carboxamide FC1=C(C=C(C(=C1)C)C=1C=C(C=2N(C1)C=CN2)N2CCOCC2)NC(=O)N2CC(=CC2)C(C(F)(F)F)(F)F